C(C)(C)(C)N1C[C@@H](N(CC1)C1=CC2=C(N=CN=C2NC2=CC(=C(C=C2)CC2=CC3=C(N(C=N3)C)C=C2)C)C=N1)C tert-butyl-(3S)-3-methyl-4-[4-({3-methyl-4-[(1-methyl-1,3-benzodiazol-5-yl)methyl]phenyl}amino)pyrido[3,4-d]pyrimidin-6-yl]piperazine